O=C1NC(CCC1C1=NN(C2=CC(=CC=C12)OCC(=O)NC1CN(C1)C)C)=O 2-((3-(2,6-Dioxopiperidin-3-yl)-1-methyl-1H-indazol-6-yl)oxy)-N-(1-methyl-azetidin-3-yl)acetamide